3-(5-isopropoxy-pyridin-2-yl)-N-(3-isopropylpyridin-2-yl)-N-methyl-1,2,4-thiadiazol-5-amine C(C)(C)OC=1C=CC(=NC1)C1=NSC(=N1)N(C)C1=NC=CC=C1C(C)C